(diphenyltriazinyl)(dibenzothiophenyl)(dimethylfluorenyl)benzene C1(=CC=CC=C1)C1=C(C(=NN=N1)C=1C(=C(C=CC1)C1=C(C(=CC=2C3=CC=CC=C3CC12)C)C)C1=CC=CC=2SC3=C(C21)C=CC=C3)C3=CC=CC=C3